(5S)-8-Chloro-1-[trans-4-(pyridin-2-yloxy)cyclohexyl]-N-(2,2,2-trifluoroethyl)-5,6-dihydro-4H-[1,2,4]triazolo[4,3-a][1]benzazepin-5-amin ClC=1C=CC2=C(C[C@@H](CC=3N2C(=NN3)[C@@H]3CC[C@H](CC3)OC3=NC=CC=C3)NCC(F)(F)F)C1